ClC1=C(C(=CC(=C1)F)C)NC(C1=C(C=C(C(=C1)F)N1N=C2COCCCN2C1=O)O[C@H](C(F)(F)F)C)=O N-(2-chloro-4-fluoro-6-methylphenyl)-5-fluoro-4-(3-oxo-6,7-dihydro-3H,5H-[1,2,4]triazolo[3,4-c][1,4]oxazepin-2(9H)-yl)-2-{[(2S)-1,1,1-trifluoropropan-2-yl]oxy}benzamide